C(C)N(C(=O)NCC1=CC=C(C=C1)C1=NOC(=N1)C(F)(F)F)CC 1,1-diethyl-3-[[4-[5-(trifluoromethyl)-1,2,4-oxadiazol-3-yl]phenyl]methyl]urea